NC=1C(=C(C=2CCC3=CC=CC=C3C2C1C#N)C1=C(C=CC2=CC=CC=C12)P(=O)(C1=CC=CC=C1)C1=CC=CC=C1)[N+](=O)[O-] (S)-3-amino-1-(2-(diphenylphosphoryl)-1-naphthyl)-2-nitro-9,10-dihydrophenanthrene-4-carbonitrile